C12(CCC(CC1)N2)C(=O)O 7-azabicyclo-[2.2.1]heptane-1-carboxylic acid